(E)-N-hydroxy-3-(2-(4-(2-(tetrahydro-1H-pyrrolizin-7a(5H)-yl)acetyl)piperazin-1-yl)phenyl)acrylamide Ethylenediaminetetraacetic acid salt C(CN(CC(=O)O)CC(=O)O)N(CC(=O)O)CC(=O)O.ONC(\C=C\C1=C(C=CC=C1)N1CCN(CC1)C(CC12CCCN2CCC1)=O)=O